C(CCCC)OC(NC1=NC(=CC=C1)CO\N=C(\C1=CC=CC=C1)/C1=NN=NN1C)=O N-[6-[[(Z)-[(1-methyltetrazol-5-yl)-phenylmethylene]amino]oxymethyl]-2-pyridinyl]carbamic acid pentyl ester